(S)-1-(3-(ethylsulfonyl)phenoxy)-3-((R)-8-(quinolin-6-ylsulfonyl)-1-oxa-8-azaspiro[4.5]decan-3-ylamino)propan-2-ol C(C)S(=O)(=O)C=1C=C(OC[C@H](CN[C@H]2COC3(C2)CCN(CC3)S(=O)(=O)C=3C=C2C=CC=NC2=CC3)O)C=CC1